C1(=CC=CC=C1)C1=C(C2=C(SC3=C2C=CC=C3)C=C1)C1=C(C=CC=C1)C1=NC=CC=C1 (phenyldibenzothiophenyl)(pyridinyl)benzene